2,2-dimethylpent-4-ynoic acid CC(C(=O)O)(CC#C)C